2-(6-(4-((3R,4R)-1-Ethyl-3-fluoropiperidin-4-yl)phenyl)-4,7-dimethyl-2H-indazol-2-yl)-2-((R)-6-fluoro-6,7-dihydro-5H-pyrrolo[1,2-c]imidazol-1-yl)-N-(thiazol-2-yl)acetamide C(C)N1C[C@@H]([C@H](CC1)C1=CC=C(C=C1)C=1C=C(C2=CN(N=C2C1C)C(C(=O)NC=1SC=CN1)C1=C2N(C=N1)C[C@@H](C2)F)C)F